(S)-2-((1-(2-(4,4-difluoropiperidin-1-yl)-3,6-dimethyl-4-oxo-3,4-dihydroquinazolin-8-yl)ethyl)amino)benzoic acid FC1(CCN(CC1)C1=NC2=C(C=C(C=C2C(N1C)=O)C)[C@H](C)NC1=C(C(=O)O)C=CC=C1)F